C(=O)(OCC1C2=CC=CC=C2C2=CC=CC=C12)NC(C(=O)O)CC1=C2C=CNC2=CC=C1 2-(Fmoc-amino)-3-(1H-indol-4-yl)propanoic acid